OC=1C=C2[C@@H](C[C@@H]([C@@H](C2=CC1)C1=CC=C(C=C1)N1CCC(CC1)C=O)C1=CC=CC=C1)C 1-(4-((1R,2S,4R)-6-hydroxy-4-methyl-2-phenyl-1,2,3,4-tetrahydronaphthalen-1-yl)phenyl)piperidine-4-carbaldehyde